tert-butyl 3-(5-bromothiophen-2-yl)-3-hydroxyazetidine-1-carboxylate BrC1=CC=C(S1)C1(CN(C1)C(=O)OC(C)(C)C)O